C(C1=CC=CC=C1)OC1=C(C=C2C(=NC(=NC2=C1)C#N)NC1CCN(CC1)C(C)C)OC 7-(benzyloxy)-4-((1-isopropylpiperidin-4-yl)amino)-6-methoxyquinazoline-2-carbonitrile